ClC1=C2C(=NC=C1)NCC2(CC)C=2C=C(C=CC2)N2C(CN(CC2)C(COC2CCN(CC2)C2=C1C(N(C(C1=CC=C2)=O)C2C(NC(CC2)=O)=O)=O)=O)=O (4-{2-[4-(3-{4-chloro-3-ethyl-1H-pyrrolo[2,3-b]pyridin-3-yl}phenyl)-3-oxopiperazin-1-yl]-2-oxoethoxy}piperidin-1-yl)-2-(2,6-dioxopiperidin-3-yl)isoindole-1,3-dione